ClC1=CC=C(C=C1)C1(OCC2=CC(=CC=C12)C1=CC=C(C=C1)OC)CCCN(CC(=O)O)C N-{3-[1-(4-Chloro-phenyl)-5-(4-methoxy-phenyl)-1,3-dihydro-isobenzofuran-1-yl]-propyl}-N-methyl-glycine